(R)-N-(4-(4-amino-7-oxo-1-(pyrrolidin-3-yl)-6,7-dihydro-1H-pyrrolo[2,3-d]pyridazin-3-yl)benzyl)-5-fluoro-2-methoxybenzamide NC=1C2=C(C(NN1)=O)N(C=C2C2=CC=C(CNC(C1=C(C=CC(=C1)F)OC)=O)C=C2)[C@H]2CNCC2